N-[4-[4-(tert-butoxycarbonyl)phenoxy]-2-methyl-3-oxo-butyl]carbamic acid tert-butyl ester C(C)(C)(C)OC(NCC(C(COC1=CC=C(C=C1)C(=O)OC(C)(C)C)=O)C)=O